1-(5-tert-butyl-2H-pyrazol-3-yl)-3-[4-(5-trifluoromethoxy-benzoimidazol-1-yl)-phenyl]-urea C(C)(C)(C)C=1C=C(NN1)NC(=O)NC1=CC=C(C=C1)N1C=NC2=C1C=CC(=C2)OC(F)(F)F